7-(methylsulfanyl)-1-phenyl-4-[2-(triisopropylsilyl)ethynyl]-1,6-naphthyridin-2-one CSC1=NC=C2C(=CC(N(C2=C1)C1=CC=CC=C1)=O)C#C[Si](C(C)C)(C(C)C)C(C)C